NC(CN1N=C(C(=C1)NC(=O)C=1C=NN2C1N=CC=C2)C2=C(C=CC(=C2)Cl)OC)=O N-(1-(2-amino-2-oxoethyl)-3-(5-chloro-2-methoxyphenyl)-1H-pyrazol-4-yl)pyrazolo[1,5-a]pyrimidine-3-carboxamide